1-(bromomethyl)-4-bromophenyl-benzene BrCC1(CC=C(C=C1)Br)C1=CC=CC=C1